N[C@@H](CCC(=O)NC1=CC=C(C=C1)[N+](=O)[O-])C(=O)O gamma-L-glutamyl-para-nitroaniline